CC(=O)N[C@@H]1[C@H]([C@H]([C@H](O[C@@H]1O[C@H]2[C@H](O[C@H]([C@@H]([C@H]2O)O)O)CO)CO)O)O The molecule is an amino disaccharide consisting of beta-D-galactose having an N-acetyl-alpha-D-galactosaminyl residue attached at the 4-position. It is an amino disaccharide and a glycosylgalactose derivative.